C(C)(C)(C)N1CCC2(CC1)/C(/C=1C(=NC=CC1)C2)=N/[S@](=O)C(C)(C)C tert-butyl-(R,Z)-5-((tert-butylsulfinyl)imino)-5,7-dihydrospiro[cyclopenta[b]pyridine-6,4'-piperidine]